C(#N)C1=CC(=C(COC2=NN(C=C2)C2CCN(CC2)CC2=NC3=C(N2CC2=CN=CN2C(F)F)C=C(C=C3)C(=O)OC)C=C1)F methyl 2-((4-(3-((4-cyano-2-fluorobenzyl)oxy)-1H-pyrazol-1-yl)piperidin-1-yl)methyl)-1-((1-(difluoromethyl)-1H-imidazol-5-yl)methyl)-1H-benzo[d]imidazole-6-carboxylate